4-amino-3,5-dichlorobenzoic acid ethyl ester C(C)OC(C1=CC(=C(C(=C1)Cl)N)Cl)=O